O1C(OCC1)CCCCCCCC[Mg]Br (8-(1,3-dioxolan-2-yl)octyl)magnesium Bromide